CC=1C=CC=C2C3C4=CC5C(C3CC12)(C5)C4 methano-1,4-methano-8-methyl-1,2,4a,9a-tetrahydrofluorene